C1(CC1)C=1C(=C(C=C(C1)C1=C(C=C(C=C1C)C)CCCCC=C)[C@H](CC(=O)OCC)NC([C@@H](CC=C)OS(=O)(=O)C)=O)F Ethyl (S)-3-(5-cyclopropyl-4-fluoro-2'-(hex-5-en-1-yl)-4',6'-dimethyl-[1,1'-biphenyl]-3-yl)-3-((R)-2-((methylsulfonyl)oxy)pent-4-enamido)propanoate